o-iodotrifluorotoluene C1=CC=C(C(=C1)C(F)(F)F)I